(S)-5-(2,4-difluorophenoxy)-1-isobutyl-1H-indazole-6-carboxylic acid (1-hydroxymethyl-3-piperidin-1-ylpropyl) amide OC[C@H](CCN1CCCCC1)NC(=O)C1=C(C=C2C=NN(C2=C1)CC(C)C)OC1=C(C=C(C=C1)F)F